C(C1=CC=CC=C1)OC(=O)N[C@H](C(=O)OC)C1CC2(C1)CCC2 Methyl (S)-2-(((benzyloxy)carbonyl)amino)-2-(spiro[3.3]heptan-2-yl)acetate